N-Cyclopropyl-3-(3,6-dihydro-2H-pyran-4-yl)-7-hydroxy-4-isobutyl-5-oxo-4,5-dihydropyrazolo[1,5-a]pyrimidine-6-carboxamide C1(CC1)NC(=O)C=1C(N(C=2N(C1O)N=CC2C=2CCOCC2)CC(C)C)=O